ClC1=C(C(=CC=C1O)C)C=1C=2N(C3=CC(=NC=C3C1)NC(=O)C1CC1)N=CN2 N-(4-(2-chloro-3-hydroxy-6-methylphenyl)-[1,2,4]triazolo[1,5-a][1,6]naphthyridin-8-yl)cyclopropanecarboxamide